C(C1=CC=CC=C1)OC(=O)C=1N(C=CC1C1=CC=C(C=C1)C1CCN(CC1)CCOCC1=CC=CC=C1)S(NC(=O)OCC1=CC=CC=C1)(=O)=O 1-(benzyloxycarbonyl-sulfamoyl)-3-[4-[1-(2-benzyloxyethyl)-4-piperidinyl]phenyl]pyrrole-2-carboxylic acid benzyl ester